C(C)(C)(C)OC(=O)N1[C@@H](CCC1)CN(C)C(=O)OCC1=CC=CC=C1.BrC1=NC(=CC=C1)C=1NC=CN1 2-bromo-6-(1H-imidazol-2-yl)pyridine tert-butyl-(2S)-2-((benzyloxycarbonyl(methyl)amino)methyl)pyrrolidine-1-carboxylate